C(C)(=O)ON=C(C)C(CC)=O 2-(acetoxy(imino))pentane-3-one